1-[6-chloro-3-[(1s)-1-hydroxyethyl]pyridin-2-yl]-5-methylpyrazole-3-carbonitrile ClC1=CC=C(C(=N1)N1N=C(C=C1C)C#N)[C@H](C)O